C(C)(C)(C)OC(=O)N1C(COCC1)CN1C=C(C(C=2C=C(C=NC12)B(O)O)=O)C(=O)OCC [8-[(4-tert-Butoxycarbonylmorpholin-3-yl)methyl]-6-ethoxycarbonyl-5-oxo-1,8-naphthyridin-3-yl]boronic acid